COC1=C(C=NC=C1)C1=CC2=C(C(=N1)C)C=NN2C2=CC(=CC(=N2)NC(CCO)C)N2[C@@H]([C@H](C2)CS(=O)(=O)C)C 3-((6-(6-(4-methoxypyridin-3-yl)-4-methyl-1H-pyrazolo[4,3-c]pyridin-1-yl)-4-((2R,3S)-2-methyl-3-((methylsulfonyl)methyl)azetidin-1-yl)pyridin-2-yl)amino)butan-1-ol